COC(C(C(C(=O)OC)Br)Br)=O 2,3-dibromo-succinic acid dimethyl ester